2-((((1,3-diethoxypropan-2-yl)oxy)carbonyl)amino)ethyl acrylate C(C=C)(=O)OCCNC(=O)OC(COCC)COCC